(R)-6-bromo-N-(1-(3-(difluoromethyl)-2-methylphenyl)ethyl)-7-fluoro-2-methylquinazoline-4-Amine BrC=1C=C2C(=NC(=NC2=CC1F)C)N[C@H](C)C1=C(C(=CC=C1)C(F)F)C